BrC=1C=C(C=2N(C1)C=C(N2)C)N2C(C=CC=C2)=O 1-(6-bromo-2-methyl-imidazo[1,2-a]pyridin-8-yl)pyridin-2-one